N-(2-Acetylphenyl)quinoline-8-carboxamide C(C)(=O)C1=C(C=CC=C1)NC(=O)C=1C=CC=C2C=CC=NC12